2-(4-chloro-2-(trifluoromethyl)benzyl)-3-methylimidazo[1,2-a]pyridine-7-carbonitrile ClC1=CC(=C(CC=2N=C3N(C=CC(=C3)C#N)C2C)C=C1)C(F)(F)F